4-(3-((5-bromo-2-((2-ethyl-4-(4-methylpiperazin-1-yl)phenyl)amino)pyrimidin-4-yl)amino)propyl)-1,4-oxazepan-3-one BrC=1C(=NC(=NC1)NC1=C(C=C(C=C1)N1CCN(CC1)C)CC)NCCCN1C(COCCC1)=O